Methylenenaphthalamide C=NC(=O)C1=CC=CC2=CC=CC=C12